3-methacryloxypropyl-chloromethyl-silane C(C(=C)C)(=O)OCCC[SiH2]CCl